(S)-6-methyl-5-((1-methyl-8-(pyrimidin-5-yl)-1H-pyrazolo[3,4-d]pyrrolo[1,2-b]pyridazin-3-yl)amino)-N-(2-(2-methylpyrrolidin-1-yl)ethyl)nicotinamide CC1=NC=C(C(=O)NCCN2[C@H](CCC2)C)C=C1NC1=NN(C=2C=3N(N=CC21)C=C(C3)C=3C=NC=NC3)C